ClC=1C=C2C=NN(C2=CC1[C@H]1CCN(CCC1)C(=O)OC(C)(C)C)C=1C=NN(C1)C |r| (R and S)-tert-butyl 4-(5-chloro-1-(1-methyl-1H-pyrazol-4-yl)-1H-indazol-6-yl)azepane-1-carboxylate